5-fluoro-2-(((3-methyl-4-methoxypyridin-2-yl)methyl)thio)-1H-benzo[d]imidazole FC1=CC2=C(NC(=N2)SCC2=NC=CC(=C2C)OC)C=C1